4-(4-(4-(1-ethylpiperidin-4-yl)piperazin-1-yl)piperidin-1-yl)-3-((3-fluoro-4-(hexadecyloxy)phenyl)sulfonyl)-6-(methylthio)quinoline C(C)N1CCC(CC1)N1CCN(CC1)C1CCN(CC1)C1=C(C=NC2=CC=C(C=C12)SC)S(=O)(=O)C1=CC(=C(C=C1)OCCCCCCCCCCCCCCCC)F